O=C1OC(CN1C1=NC2=C(OCC(N2)=O)N=C1)C1CCN(CC1)C1CC=2C=CC=C(C2C1)C#N 2-[4-[2-oxo-3-(3-oxo-4H-pyrazino[2,3-b][1,4]oxazin-6-yl)-1,3-oxazolidin-5-yl]piperidin-1-yl]-2,3-dihydro-1H-indene-4-carbonitrile